2-(4-chloro-1-isopropyl-1H-pyrazol-5-yl)-4-(4-(3-(2,2-difluoroethoxy)pyridin-2-yl)benzyl)-6,7-dihydro-[1,2,4]triazolo[1,5-a]pyrimidin ClC=1C=NN(C1C1=NN2C(N(CCC2)CC2=CC=C(C=C2)C2=NC=CC=C2OCC(F)F)=N1)C(C)C